((1S,3R)-3-(3-fluoro-2-iodo-4-methylphenoxy)cyclopentyl)carbamic acid tert-butyl ester C(C)(C)(C)OC(N[C@@H]1C[C@@H](CC1)OC1=C(C(=C(C=C1)C)F)I)=O